(cis-5-(trifluoromethyl)tetrahydro-2H-pyran-2-yl)methanol FC([C@@H]1CC[C@@H](OC1)CO)(F)F